FC1=C(C=CC=C1)P(N(P(C1=CC(=CC=C1)[Si](CCCC)(CCCC)CCCC)C1=CC(=CC=C1)[Si](CCCC)(CCCC)CCCC)CCCC)C1=C(C=CC=C1)F N-(bis(2-fluorophenyl)phosphaneyl)-N-butyl-1,1-bis(3-(tributylsilyl)phenyl)phosphanamine